C1(CC1)C1=C(C(=NO1)C1=C(C=NC=C1Cl)Cl)COC12CCC(CC1)(CC2)C2=NC(=NO2)C=2C=CC(=C(C(=O)O)C2)F 5-(5-(4-((5-cyclopropyl-3-(3,5-dichloropyridin-4-yl)isoxazol-4-yl)methoxy)bicyclo[2.2.2]octan-1-yl)-1,2,4-oxadiazol-3-yl)-2-fluorobenzoic acid